OC=1C(=C(C=NC1C)C(=O)O)C(=O)O 5-hydroxy-6-methyl-3,4-pyridinedicarboxylic acid